4-(difluoromethyl)-N-phenylthiazole-2-amine FC(C=1N=C(SC1)NC1=CC=CC=C1)F